(1S,3R,4S)-2-((S)-2-(3-chlorophenyl)-2-hydroxyacetyl)-N-((S)-1-cyano-2-((S)-2-oxopyrrolidin-3-yl)ethyl)-5,5-difluoro-2-azabicyclo[2.2.2]octane-3-carboxamide ClC=1C=C(C=CC1)[C@@H](C(=O)N1[C@@H]2CC([C@H]([C@@H]1C(=O)N[C@@H](C[C@H]1C(NCC1)=O)C#N)CC2)(F)F)O